cyclopropyl-2-(3-(1-cyclopropylethyl)-2-hydroxyphenyl)-1-propanone C1(CC1)C(C(C)C1=C(C(=CC=C1)C(C)C1CC1)O)=O